NC=1SC(=C(N1)C)C1=CC2=C(C(=N1)N1C[C@@H](O[C@@H](C1)C)C)C(N(C2)[C@@H](C)C2CC2)=O 6-(2-amino-4-methylthiazol-5-yl)-2-((S)-1-cyclopropylethyl)-4-((2S,6R)-2,6-dimethylmorpholinyl)-1,2-dihydro-3H-pyrrolo[3,4-c]pyridin-3-one